BrC=1C(=CC2=C(N3C(=N2)[C@@H](C[C@H]3C3=C(C=CC=C3OC(F)F)Cl)O)C1)F |&1:9| (1S,3R) and (1S,3S)-7-bromo-1-[2-chloro-6-(difluoromethoxy)phenyl]-6-fluoro-2,3-dihydro-1H-pyrrolo[1,2-a]benzimidazol-3-ol